ethyl 3-(3,4-dimethoxyphenyl)-3-(4-methylphenylsulfonamido)-2-bromopropionate COC=1C=C(C=CC1OC)C(C(C(=O)OCC)Br)NS(=O)(=O)C1=CC=C(C=C1)C